5-(1H-imidazol-1-yl)-2-(5-(((1R,3R,5S,6R)-6-methoxy-1-methyl-8-azabicyclo[3.2.1]octan-3-yl)oxy)-1,3,4-thiadiazol-2-yl)phenol N1(C=NC=C1)C=1C=CC(=C(C1)O)C=1SC(=NN1)O[C@H]1C[C@@]2(C[C@H]([C@H](C1)N2)OC)C